8-[3-(oxan-2-yloxy)propyl]-4-[3-(trifluoromethoxy)phenoxy]-1,3,5,8-tetraazatricyclo[8.3.0.0^[2,6]]trideca-2(6),3-diene-7,9-dione O1C(CCCC1)OCCCN1C(C=2NC(=NC2N2CCCC2C1=O)OC1=CC(=CC=C1)OC(F)(F)F)=O